(1S,2R)-(R)-4,4-dimethyl-2-oxotetrahydrofuran-3-yl 2-(5-fluoro-6-methoxypyridin-3-yl)-1-(2-methoxy-5-methylphenyl)cyclopropanecarboxylate FC=1C=C(C=NC1OC)[C@@H]1[C@](C1)(C(=O)O[C@H]1C(OCC1(C)C)=O)C1=C(C=CC(=C1)C)OC